3-(3-(2-oxo-3-phenylimidazolin-1-yl)piperidin-1-yl)-5-((4-(piperazin-1-yl)phenyl)amino)-1,2,4-triazine-6-carboxamide O=C1N(CCN1C1=CC=CC=C1)C1CN(CCC1)C=1N=NC(=C(N1)NC1=CC=C(C=C1)N1CCNCC1)C(=O)N